C1(=CC(=CC=C1)NC(CCCC)=O)C N-m-tolylpentaneamide